C(C1=CC=CC=C1)(=O)ON=C(C=O)CC(CCCC)SC1=CC=CC=C1 4-(phenylthio)-1,2-octanedione-2-(O-benzoyl oxime)